5-(2-((Cyclopropylmethyl)amino)pyridin-4-yl)-1H-indazol-3-amine C1(CC1)CNC1=NC=CC(=C1)C=1C=C2C(=NNC2=CC1)N